4-(((4-nitro-1-((2-(trimethylsilyl)ethoxy)methyl)-1H-pyrazol-3-yl)oxy)methyl)dihydrofuran-3(2H)-one [N+](=O)([O-])C=1C(=NN(C1)COCC[Si](C)(C)C)OCC1C(COC1)=O